COC1=CC=C(C=C1)N1CCN(CC1)C(=O)C1=NN(C(C2=CC=CC=C12)=O)C(C)C 4-[[4-(4-methoxyphenyl)-1-piperazinyl]carbonyl]-2-(1-methylethyl)-1(2H)-phthalazinone